BrC=1C=C2C(=C(N(C2=CC1)CC)C=1C=C(C=NC1[C@H](C)OC)N1CCN(CC1)C(=O)OCC1=CC=CC=C1)CC(CO)(F)F benzyl (S)-4-(5-(5-bromo-3-(2,2-difluoro-3-hydroxypropyl)-1-ethyl-1H-indol-2-yl)-6-(1-methoxyethyl)pyridin-3-yl)piperazine-1-carboxylate